3-(4-(2-(tert-butyl)-4-(3-((2,6-difluorophenyl)sulfonamido)-2-fluorophenyl)thiazol-5-yl)pyrimidin-2-yl)propanoic acid C(C)(C)(C)C=1SC(=C(N1)C1=C(C(=CC=C1)NS(=O)(=O)C1=C(C=CC=C1F)F)F)C1=NC(=NC=C1)CCC(=O)O